[Si](C)(C)(C(C)(C)C)O[C@H]1[C@@H](O[C@@H]([C@H]1O[Si](C)(C)C(C)(C)C)CSCC=1C(=NOC1C1=CC=CC=C1)C)N1C=C(C2=C1N=CN=C2N)CCCCC 7-((2R,3R,4R,5S)-3,4-bis((tert-Butyldimethylsilyl)oxy)-5-((((3-methyl-5-phenylisoxazol-4-yl)methyl)thio)methyl)tetrahydrofuran-2-yl)-5-pentyl-7H-pyrrolo[2,3-d]pyrimidin-4-amine